ClC1=C(C=CC=C1)[C@@H](C)OCC(=O)O [(1R)-1-(2-Chlorophenyl)ethoxy]acetic acid